2-benzyl-2,4-dimethyl-pentanoic acid ethyl ester C(C)OC(C(CC(C)C)(C)CC1=CC=CC=C1)=O